(±)-1-(1-(4-chloro-3,5-difluorophenyl)-2,5-dimethyl-1H-pyrrol-3-yl)-2-((2R)-2-hydroxy-7-azabicyclo[2.2.1]heptan-7-yl)ethan-1-one ClC1=C(C=C(C=C1F)N1C(=C(C=C1C)C(CN1C2[C@@H](CC1CC2)O)=O)C)F